5-(9-((1R,5S)-3,8-diazabicyclo[3.2.1]octan-3-yl)-5-fluoro-7-(((2R,7aS)-2-fluorotetrahydro-1H-pyrrolizin-7a(5H)-yl)methoxy)-[1,3]dioxolo[4,5-f]quinazolin-4-yl)-3-ethylindolizin-7-ol [C@H]12CN(C[C@H](CC1)N2)C2=NC(=NC1=C(C(=C3C(=C21)OCO3)C=3N2C(=CC=C2C=C(C3)O)CC)F)OC[C@]32CCCN2C[C@@H](C3)F